(E)-3-(3-butyl-2-methyl-7-(methylthio)-1,1-dioxido-5-phenyl-2,3,4,5-tetrahydrobenzo[f][1,2,5]thiadiazepin-8-yl)acrylic acid C(CCC)C1N(S(C2=C(N(C1)C1=CC=CC=C1)C=C(C(=C2)/C=C/C(=O)O)SC)(=O)=O)C